ClC1=C(C=C2CCN(C2=C1)C1=NC=NC2=CC=C(C=C12)C=1C=C2C(C=CNC2=NC1)=O)F 6-[4-(6-chloro-5-fluoro-indolin-1-yl)quinazolin-6-yl]-1H-1,8-naphthyridin-4-one